2-isobutoxybenzylidene-malonic acid dimethyl ester COC(C(C(=O)OC)=CC1=C(C=CC=C1)OCC(C)C)=O